C1=C2C3=C(C=C4C5=CC=CC=C5C(C=C1)=C42)C=CC=C3 Benzo[b]fluoranthen